2,6-diisopropyl-4-methylaniline C(C)(C)C1=C(N)C(=CC(=C1)C)C(C)C